4-[[1-(3-methoxy-4-tetrahydropyran-2-yloxy-phenyl)azetidin-3-yl]methyl]piperidine COC=1C=C(C=CC1OC1OCCCC1)N1CC(C1)CC1CCNCC1